ClC1=CC=C(C=C1)C1=NN2C(N=CC(=C2)C(=O)O)=C1 2-(4-chlorophenyl)pyrazolo[1,5-a]pyrimidine-6-carboxylic acid